O=C1NC2=CSC=3N=CC=C(N1)C32 oxo-4,5-dihydro-3H-1-thia-3,5,8-triazaacenaphthylen